6-methyl-9-nonadecaenoic acid CC(CCCCC(=O)O)CCC=CCCCCCCCCC